1-[2-[2-Hydroxy-3-(propylamino)propoxy]-4-phenylmethoxyphenyl]-3-phenylprop-2-en-1-one OC(COC1=C(C=CC(=C1)OCC1=CC=CC=C1)C(C=CC1=CC=CC=C1)=O)CNCCC